spiro(acridine-9,9'-fluorene) C1=CC=CC=2C3=CC=CC=C3C3(C12)C1=CC=CC=C1NC=1C=CC=CC13